4-chloro-2-(4-methoxybenzyl)-6-vinylpyridazin-3(2H)-one ClC=1C(N(N=C(C1)C=C)CC1=CC=C(C=C1)OC)=O